(1r,3r)-N-((3-chloroisoquinolin-5-yl)methyl)-3-(4-fluoro-3-(trifluoromethyl)phenoxy)cyclobutane-1-amine hydrochloride Cl.ClC=1N=CC2=CC=CC(=C2C1)CNC1CC(C1)OC1=CC(=C(C=C1)F)C(F)(F)F